C(=C)C1C(C1)(C(=O)OCC)C(=O)OCC diethyl 2-vinylcyclopropane-1,1-dicarboxylate